2-(3,3-difluorocyclobutyl)-2-methyl-propionic acid FC1(CC(C1)C(C(=O)O)(C)C)F